2,3-dihydro-phthalazine-1,4-dione C1(NNC(C2=CC=CC=C12)=O)=O